6-(2-Hydroxy-2-methylpropyloxy)-4-(6-(9-(6-methoxynicotinoyl)-3-oxa-7,9-diazabicyclo[3.3.1]non-7-yl)pyridin-3-yl)pyrazolo[1,5-a]pyridine-3-carbonitrile OC(COC=1C=C(C=2N(C1)N=CC2C#N)C=2C=NC(=CC2)N2CC1COCC(C2)N1C(C1=CN=C(C=C1)OC)=O)(C)C